FC=1C=C(C=CC1C=1N=C2SC3=C(N2C1)C=CC(=C3)NC(=O)C3CCOCC3)C3N(CCC3)C(=O)OC(C)(C)C tert-butyl 2-(3-fluoro-4-(7-(tetrahydro-2H-pyran-4-carboxamido)benzo[d]imidazo[2,1-b]thiazol-2-yl)phenyl)pyrrolidine-1-carboxylate